(R)-1-(4-(2-(3-bromo-4-((R)-3-chloro-2-hydroxypropoxy)phenyl)propan-2-yl)phenoxy)-3-morpholinopropan-2-ol BrC=1C=C(C=CC1OC[C@H](CCl)O)C(C)(C)C1=CC=C(OC[C@@H](CN2CCOCC2)O)C=C1